tetramethyltris(3-methylpentenyloxy)silane CC(C(C(=C(O[SiH](OC=CC(CC)C)OC=CC(CC)C)C)C)(C)C)C